N1=C(CC(=O)[O-])C=CC2=CC=CC=C12 quinaldinate